ClC1=CC2=C(N(C(N=C2N2[C@H](CN(CC2)C(C=C)=O)C)=O)C2=C(C=CC=C2C(C)C)O)N=C1C1=C(C=CC=C1)F (M)-6-chloro-7-(2-fluorophenyl)-1-(2-hydroxy-6-(2-propanyl)phenyl)-4-((2S)-2-methyl-4-(2-propenoyl)-1-piperazinyl)pyrido[2,3-d]pyrimidin-2(1H)-one